3-(dimethylamino)benzenesulfonyl chloride CN(C=1C=C(C=CC1)S(=O)(=O)Cl)C